CC(C(=O)N)(CCCCC)C dimethyl-heptanamide